glycoloic acid C(CO)(=O)O